alpha-methyl-4-(1-methylethyl)cyclohexylmethanol CC(C)(C)C1CCC(CC1)CO